5-(2-chlorophenoxy)-3-(((3-chloropyridin-4-yl)methyl)amino)-4H-benzo[e][1,2,4]thiadiazine 1,1-dioxide ClC1=C(OC2=CC=CC3=C2NC(=NS3(=O)=O)NCC3=C(C=NC=C3)Cl)C=CC=C1